FC1=C(COC2=CC=CC(=N2)C=2CCN(CC2)CC2=NC3=C(N2C[C@H]2OCC2)C=C(C=C3)C(=O)O)C=CC(=C1)C#CC (S)-2-((6-((2-fluoro-4-(prop-1-yn-1-yl)benzyl)oxy)-3',6'-dihydro-[2,4'-bipyridin]-1'(2'H)-yl)methyl)-1-(oxetan-2-ylmethyl)-1H-benzo[d]imidazole-6-carboxylic acid